8-methoxy-2-propyl-2,3,4,5-tetrahydro-1H-pyrido[4,3-b]indole COC1=CC=2C3=C(NC2C=C1)CCN(C3)CCC